O1C(COC2=C1C=CC=C2)CN2CC(CCC2)(CC)C(C)=O 1-[1-(2,3-Dihydrobenzo[1,4]dioxin-2-ylmethyl)-3-ethylpiperidin-3-yl]ethanone